(S)-3-amino-3-(3-(2,4-difluorophenoxy)phenyl)propanoic acid ethyl ester hydrochloride Cl.C(C)OC(C[C@@H](C1=CC(=CC=C1)OC1=C(C=C(C=C1)F)F)N)=O